CN(C(CCCCC)CCCCCCCCC\C=C/C\C=C/CCCCC)C (16Z,19Z)-N,N-dimethylpentacosane-16,19-dien-6-amine